C(CCCCCCCCCCC)NC(=O)C1=CC2=C(NN=N2)C=C1 N-Dodecyl-1H-benzo[d][1,2,3]triazole-5-carboxamide